CC1=C(C=C(OCC(CC2=CC=CC=C2)NC(OC(C)(C)C)=O)C=C1)C(NC1(CC1)C1=CC=CC2=CC=CC=C12)=O tert-Butyl (1-(4-methyl-3-((1-(naphthalen-1-yl)cyclopropyl)carbamoyl)phenoxy)-3-phenylpropan-2-yl)carbamate